COC1=CC=C2CCCC(C2=C1C(NC1=CC=CC=C1)=O)C([C@H](C)NC(OC(C)(C)C)=O)=O tert-butyl (2S)-1-(7-methoxy-8-(phenylcarbamoyl)-1,2,3,4-tetrahydronaphthalen-1-yl)-1-oxopropan-2-ylcarbamate